BrC1=CC=C(C=C1)C1(C2(CCC3=CC(=CC=C13)OC)CCCC2)O 1'-(4-Bromophenyl)-6'-methoxy-3',4'-dihydro-1'H-spiro[cyclopentane-1,2'-naphthalen]-1'-ol